[2-(hydroxymethyl)-3-(3-oxobutanoyloxy)-2-(3-oxobutanoyloxymethyl)propyl] 3-oxobutanoate O=C(CC(=O)OCC(COC(CC(C)=O)=O)(COC(CC(C)=O)=O)CO)C